N-(3-chlorophenyl)-3-oxobutanamide ClC=1C=C(C=CC1)NC(CC(C)=O)=O